I(=O)(=O)O.FC(C1=CC=C(N)C=C1)(F)F 4-trifluoromethyl-aniline iodate